C(C)(=O)C1=CC=C(C=C1)CC(=O)ONC(OCC(Cl)(Cl)Cl)=O 2,2,2-Trichloroethyl (2-(4-acetylphenyl)acetoxy)carbamate